(S)-N1-(3-fluorophenethyl)-N2-(5-methyl-4-oxo-7-(3-(3-oxopyrrolidin-1-yl)prop-1-yn-1-yl)-2,3,4,5-tetrahydrobenzo[b][1,4]oxazepin-3-yl)oxalamide FC=1C=C(CCNC(C(=O)N[C@@H]2C(N(C3=C(OC2)C=CC(=C3)C#CCN3CC(CC3)=O)C)=O)=O)C=CC1